C1N(CC2=CC=CC=C12)CC=1OC=C(C(C1)=O)OCC(N1CCN(CC1)S(=O)(=O)C1=CC=CC=C1)=O 2-(isoindolin-2-ylmethyl)-5-(2-oxo-2-(4-(phenylsulfonyl)piperazin-1-yl)ethoxy)-4H-pyran-4-one